1-(3-chloro-2-fluorobenzyl)-4-((3-fluoro-6-((5-methyl-1H-pyrazol-3-yl)amino)pyrazin-2-yl)methyl)-piperidine-4-carboxylic acid ClC=1C(=C(CN2CCC(CC2)(C(=O)O)CC2=NC(=CN=C2F)NC2=NNC(=C2)C)C=CC1)F